ClC1=CNC2=NC=C(C=C12)B1OC(C(O1)(C)C)(C)C 2-(3-chloro-1H-1,7-diazainden-5-yl)-4,4,5,5-tetramethyl-1,3,2-dioxaborolane